ClC=1C=CC(=C(C1)NS(=O)(=O)C1=CC=C(C=C1)CNC(=O)C1=CC=2C=NC=CC2N1)OC N-({4-[(5-chloro-2-methoxyphenyl)sulfamoyl]phenyl}methyl)-1H-pyrrolo[3,2-c]pyridine-2-carboxamide